CN(C(OC1=C(C=CC=C1)C(NC=1SC(=CN1)[N+](=O)[O-])=O)=O)C 2-((5-nitrothiazol-2-yl)carbamoyl)phenyl dimethylcarbamate